(E)-2-hydroxy-4-methoxy-6-(4-methoxystyryl)benzaldehyde OC1=C(C=O)C(=CC(=C1)OC)\C=C\C1=CC=C(C=C1)OC